(3-nitro-4-(((tetrahydro-2H-pyran-4-yl)methyl)amino)phenyl-sulfonyl)-[1,1'-biphenyl]-4-carboxamide [N+](=O)([O-])C=1C=C(C=CC1NCC1CCOCC1)S(=O)(=O)C1=C(C=CC(=C1)C(=O)N)C1=CC=CC=C1